CC1(COCCN1C1=NC=CC(=N1)NC1=CC(=NO1)C1=C(C=C(C=C1)OC)F)C N-(2-(3,3-dimethylmorpholino)pyrimidin-4-yl)-3-(2-fluoro-4-methoxyphenyl)isoxazol-5-amine